FC1(C(NC2=C(O1)C(=C(C(=C2)F)C2=C(C=NN2C)I)C#N)=O)F 2,2,6-trifluoro-7-(4-iodo-1-methyl-1H-pyrazol-5-yl)-3-oxo-3,4-dihydro-2H-benzo[b][1,4]oxazine-8-carbonitrile